C(CN(CC(C)O)CC(C)O)N(CC(C)O)CC(C)O ethylenediamine-tetrakis(2-propanol)